(E)-ethyl 3-(4-(trifluoromethoxy)phenyl)but-2-enoate FC(OC1=CC=C(C=C1)/C(=C/C(=O)OCC)/C)(F)F